C(C1=CC=CC=C1)(=O)NC1=C2N=CN(C2=NC=N1)[C@@H]1O[C@@H](CN(C1)C(C1=CC=CC=C1)(C1=CC=CC=C1)C1=CC=CC=C1)COC(CCC(=O)O)=O 4-{[(2S,6R)-6-(6-benzamidopurin-9-yl)-4-tritylmorpholin-2-yl]methoxy}-4-oxobutanoic acid